3-(phenylethynyl)pyridine C1(=CC=CC=C1)C#CC=1C=NC=CC1